C(C)(C)C=1C(=NNC1C=1C=C(C=2N(C1)N=CN2)OC)C=2SC(=CN2)C2CCN(CC2)CC(C)(C)C 2-(4-isopropyl-5-(8-methoxy-[1,2,4]triazolo[1,5-a]pyridin-6-yl)-1H-pyrazol-3-yl)-5-(1-neopentylpiperidin-4-yl)thiazole